COCCN(CCC[C@H](C(C)C)N1CC2(CC=3C4=C(NC3CC2)C=NC=C4)C1)C (R)-N-(2-methoxyethyl)-N,5-dimethyl-4-(5',7',8',9'-tetrahydrospiro[azetidine-3,6'-pyrido[3,4-b]indol]-1-yl)hexane-1-amine